O=C1NC(CCC1N1C=CC=2C=NC(=CC21)C#CCNC(C2=NC=C(C=C2)C=2N=CC1=C(C=CC=C1C2)C2=CC1=C(N(C(N1C)=O)C)C(=C2)C(C)C)=O)=O N-(3-(1-(2,6-dioxo-piperidin-3-yl)-1H-pyrrolo[3,2-c]pyridin-6-yl)prop-2-yn-1-yl)-5-(8-(7-isopropyl-1,3-dimethyl-2-oxo-2,3-dihydro-1H-benzo[d]imidazol-5-yl)isoquinolin-3-yl)picolinamide